N1CC(C1)CN1C(C(=NC2=CC(=C(C=C12)F)C1=CC(=CC2=CC=CC=C12)O)OC[C@H]1N(CCC1)C)=O (S)-1-(azetidin-3-ylmethyl)-7-fluoro-6-(3-hydroxynaphthalen-1-yl)-3-((1-methylpyrrolidin-2-yl)methoxy)quinoxalin-2(1H)-one